CN1CCN(CC1)CC(C)OC1=CC=C2CCC3(C2=C1)CCC(CC3)C(=O)[O-] 6'-{[1-(4-methylpiperazin-1-yl)propan-2-yl]oxy}-2',3'-dihydrospiro[cyclohexane-1,1'-indene]-4-carboxylate